BrC=1C=C2C(=NC=NC2=CC1F)OC(=O)N1CCC2(CNC2)CC1 (6-bromo-7-fluoroquinazolin-4-yl)-2,7-diazaspiro[3.5]nonane-7-carboxylate